(R)-6-(4-(2-(2-methoxyethoxy)phenyl)piperidin-1-yl)-2-(pyridazin-3-yl)-2-azaspiro[3.4]octane COCCOC1=C(C=CC=C1)C1CCN(CC1)[C@H]1CC2(CN(C2)C=2N=NC=CC2)CC1